(2s,5r)-5-(4-((3-fluorophenyl)amino)-6-(pyridin-3-yl)pyrimidin-2-yl)-2-methylpiperidine-1-carboxamide FC=1C=C(C=CC1)NC1=NC(=NC(=C1)C=1C=NC=CC1)[C@@H]1CC[C@@H](N(C1)C(=O)N)C